3-benzyl (1S,3R)-2,2-dimethylcyclobutane-1,3-dicarboxylate CC1([C@H](C[C@H]1C(=O)OCC1=CC=CC=C1)C(=O)[O-])C